N1[C@@H](C[C@@H](O)C1)C(=O)O L-Hydroxyprolin